4-(pyrazolyl)piperidine 2-methyl-1-phenylpropan-2-yl-formate CC(CC1=CC=CC=C1)(C)C(=O)O.N1N=C(C=C1)C1CCNCC1